1,4,5,6,7,8-hexahydrocyclohepta[c]pyrazole-3-carboxylate N1N=C(C2=C1CCCCC2)C(=O)[O-]